1-(1-(((7-(8-ethylnaphthalen-1-yl)-4-(4-(2,2,2-trifluoroethyl)-1,4-diazepan-1-yl)-5,6,7,8-tetrahydropyrido[3,4-d]pyrimidin-2-yl)oxy)methyl)cyclopropyl)-N,N-dimethylmethanamine C(C)C=1C=CC=C2C=CC=C(C12)N1CC=2N=C(N=C(C2CC1)N1CCN(CCC1)CC(F)(F)F)OCC1(CC1)CN(C)C